(5R)-3-{5-[(2,6-dichlorophenyl)methoxy]pyridin-2-yl}-5-(hydroxymethyl)imidazolidine-2,4-dione ClC1=C(C(=CC=C1)Cl)COC=1C=CC(=NC1)N1C(N[C@@H](C1=O)CO)=O